methyl (S)-2-((4-((6-((4-cyano-2-fluorophenoxy) methyl) pyridin-2-yl) oxy) piperidin-1-yl) methyl)-3-(oxetan-2-ylmethyl)-3H-imidazo[4,5-b]pyridine-5-carboxylate C(#N)C1=CC(=C(OCC2=CC=CC(=N2)OC2CCN(CC2)CC2=NC=3C(=NC(=CC3)C(=O)OC)N2C[C@H]2OCC2)C=C1)F